tert-butyl N-[trans-4-[(4-amino-7-iodo-5,5-dimethyl-6H-benzo[h]quinazolin-8-yl)oxy]cyclohexyl]carbamate NC1=NC=NC=2C3=C(CC(C12)(C)C)C(=C(C=C3)O[C@@H]3CC[C@H](CC3)NC(OC(C)(C)C)=O)I